(S)-1-(4-((benzo[d]oxazol-2-yl(4-methoxyphenethyl)amino)methyl)-phenyl)pyrrolidine-3-carboxylic acid O1C(=NC2=C1C=CC=C2)N(CCC2=CC=C(C=C2)OC)CC2=CC=C(C=C2)N2C[C@H](CC2)C(=O)O